(S)-2-(4-cyclopropyl-1H-1,2,3-triazol-1-yl)-1-((2S,4R)-4-hydroxy-2-(6-methoxybenzo[d]thiazol-2-yl)pyrrolidin-1-yl)-3-methylbutan-1-one C1(CC1)C=1N=NN(C1)[C@H](C(=O)N1[C@@H](C[C@H](C1)O)C=1SC2=C(N1)C=CC(=C2)OC)C(C)C